F[B-](F)(F)F.C(C)(C)(C)C1=CC=C(C=C1)[I+]C1=CC=CC=C1 (4-tert-butylphenyl)(phenyl)iodonium tetrafluoroborate